4-dimethylamino-α-methylstyrene CN(C1=CC=C(C(=C)C)C=C1)C